(tert-Butoxycarbonyl)-O-(tert-butyldimethylsilyl)-L-homoserine C(C)(C)(C)OC(=O)N[C@@H](CCO[Si](C)(C)C(C)(C)C)C(=O)O